C(C)(C)(C)C1=C(C(C(=O)O)=CC(=C1)C(C)(C)C)O 3,5-DI-TERTIARY BUTYL-SALICYLIC ACID